FC1=CC=C2C(=CNC(C2=C1F)=O)C(C)N(C(=O)C=1C=C2C(=CC=CN2C1)F)C N-(1-(7,8-difluoro-1-oxo-1,2-dihydroisoquinolin-4-yl)ethyl)-8-fluoro-N-methylindolizine-2-carboxamide